COC1=CC=C(COC2=NC=3N(C=C2)N=C(N3)SC)C=C1 ((4-methoxybenzyl)oxy)-2-(methylsulfanyl)-[1,2,4]triazolo[1,5-a]pyrimidine